tert-butyl N-[[4-[2-[4-[[4-[4-[(2,6-dioxo-3-piperidyl)amino]phenyl]-1-piperidyl]methyl]phenyl]-1H-pyrrolo[2,3-b]pyridin-4-yl]-2-methyl-phenyl]methyl]carbamate O=C1NC(CCC1NC1=CC=C(C=C1)C1CCN(CC1)CC1=CC=C(C=C1)C1=CC=2C(=NC=CC2C2=CC(=C(C=C2)CNC(OC(C)(C)C)=O)C)N1)=O